FC1=CC=C(C=C1)[B-](C1=CC=C(C=C1)F)(C1=CC=C(C=C1)F)C1=CC=C(C=C1)F.C1(=CC=CC=C1)[P+](C1=CC=CC=C1)(C1=CC=CC=C1)C1=CC=CC=C1 tetraphenyl-phosphonium tetrakis(4-fluorophenyl)borate